(6-(2-(cyclobutylmethyl)-7H-pyrrolo[2,3-d]pyrimidin-5-yl)-8-fluoroimidazo[1,2-a]pyridin-3-yl)methanol C1(CCC1)CC=1N=CC2=C(N1)NC=C2C=2C=C(C=1N(C2)C(=CN1)CO)F